ClC1=C(C=C2C(=C(N(C2=C1F)C)C=1NC(=NN1)C(COC)NC)N1C=NC=C1)OC 1-(5-(6-chloro-7-fluoro-3-(1H-imidazol-1-yl)-5-methoxy-1-methyl-1H-indol-2-yl)-4H-1,2,4-triazol-3-yl)-2-methoxy-N-methylethan-1-amine